4-(6-((4-(azetidin-1-yl)-3-fluoropiperidin-1-yl)methyl)-7-methyl-2-(3-(m-tolyl)-1H-pyrazol-1-yl)thieno[3,2-d]pyrimidin-4-yl)morpholine N1(CCC1)C1C(CN(CC1)CC1=C(C=2N=C(N=C(C2S1)N1CCOCC1)N1N=C(C=C1)C=1C=C(C=CC1)C)C)F